(1S,3R)-N1-{[4-(pyridin-4-yl)phenyl]methyl}-N3-[6-(2,2,2-trifluoroethyl)thieno[2,3-d]pyrimidin-4-yl]cyclohexane-1,3-diamine hydrochloride Cl.N1=CC=C(C=C1)C1=CC=C(C=C1)CN[C@@H]1C[C@@H](CCC1)NC=1C2=C(N=CN1)SC(=C2)CC(F)(F)F